cis-1-ethyl-1,3,4,9-tetrahydro-4-(phenylmethyl)-pyrano[3,4-b]indole-1-acetic acid C(C)[C@@]1(OC[C@H](C2=C1NC1=CC=CC=C21)CC2=CC=CC=C2)CC(=O)O